1,2-diphenyl-1,2-bis(3-thienyl)ethylene C1(=CC=CC=C1)C(=C(C1=CSC=C1)C1=CC=CC=C1)C1=CSC=C1